p-octyl-benzaldehyde C(CCCCCCC)C1=CC=C(C=O)C=C1